COC1CC(C1)CN[C@H]1[C@H](CCCC1)OC=1C=C2CN(C(C2=CC1)=O)C1C(NC(CC1)=O)=O 3-(5-(((1S,2R)-2-((((1s,3S)-3-methoxycyclobutyl)methyl)amino)cyclohexyl)oxy)-1-oxoisoindolin-2-yl)piperidine-2,6-dione